CC1(C2=CC=CC=C2C=2C=CC(=CC12)N(C1=CC2=C(C=C1)C1=CC=CC=C1C21CC(C2=C(C(=C(C=C12)C)OC)C)(C)C)C1=CC=2C(C3=CC=CC=C3C2C=C1)(C)C)C N,N-bis(9,9-dimethyl-9H-fluoren-2-yl)-5'-methoxy-3',3',4',6'-tetramethyl-2',3'-dihydro-spiro-[fluoren-9,1'-inden]-2-amine